CN=S(=O)(C)C1=C2C=CNC2=C(C(=C1OC=1C=CC(=C(C1)C=1NC=C(N1)C1(CCOC2=C(C=CC=C12)CCC(=O)O)C)F)F)F 3-[4-[2-[5-[[4-(N,S-dimethylsulfonimidoyl)-6,7-difluoro-1H-indol-5-yl]oxy]-2-fluoro-phenyl]-1H-imidazol-4-yl]-4-methyl-chroman-8-yl]propanoic acid